[2-(2,6-dioxo-3-piperidyl)-1-oxo-isoindolin-5-yl]boronic acid O=C1NC(CCC1N1C(C2=CC=C(C=C2C1)B(O)O)=O)=O